benzyl (2S,4S)-4-((5-chloropyridin-2-yl)oxy)-2-((difluoromethoxy) methyl)pyrrolidin-1-carboxylate ClC=1C=CC(=NC1)O[C@H]1C[C@H](N(C1)C(=O)OCC1=CC=CC=C1)COC(F)F